17a-hydroxypregn-4-ene-3,11,20-trione O[C@]1(C(C)=O)CC[C@H]2[C@@H]3CCC4=CC(CC[C@]4(C)[C@H]3C(C[C@]12C)=O)=O